NCCCOCCNC(C1=C(C=C(C=C1)NC=1C=2N(C=CN1)C(=CN2)C=2C(=NN(C2)C(C)C#N)C(F)(F)F)CC)=O N-(2-(3-aminopropoxy)ethyl)-4-((3-(1-(1-cyanoethyl)-3-(trifluoromethyl)-1H-pyrazol-4-yl)imidazo[1,2-a]pyrazin-8-yl)amino)-2-ethylbenzamide